3'-((1,3-dimethyl-1H-pyrazolo[4,3-b]pyridin-6-yl)oxy)-3-ethyl-biphenyl CN1N=C(C2=NC=C(C=C21)OC=2C=C(C=CC2)C2=CC(=CC=C2)CC)C